4-chloro-N-((1S,2R)-2-(6-fluoro-2,3-dimethylphenyl)-1-(5-oxo-4,5-dihydro-1,3,4-oxadiazol-2-yl)propyl)-2-(methylamino)-3-(piperidin-1-ylmethyl)benzenesulfonamide ClC1=C(C(=C(C=C1)S(=O)(=O)N[C@@H]([C@H](C)C1=C(C(=CC=C1F)C)C)C=1OC(NN1)=O)NC)CN1CCCCC1